3-((2S)-3-(8-(2,4-difluorophenylsulfonyl)-1-oxa-8-azaspiro[4.5]decan-3-ylamino)-2-hydroxypropoxy)-N-methylbenzenesulfonamide FC1=C(C=CC(=C1)F)S(=O)(=O)N1CCC2(CC(CO2)NC[C@@H](COC=2C=C(C=CC2)S(=O)(=O)NC)O)CC1